ClC=1C=CC(=C(C1)C1=CC(=CN=N1)NC1=CC=NC2=CC(=C(C=C12)C(=O)OC)OCCN1CCN(CC1)C)F methyl 4-{[6-(5-chloro-2-fluorophenyl)pyridazin-4-yl]amino}-7-[2-(4-methylpiperazin-1-yl)ethoxy]quinoline-6-carboxylate